C1(=CC=C(C=C1)OC1=CC2=C(C3=CC=CC=C3N=C2C=C1)C1=CC=CC=C1)C 2-(p-tolyloxy)-9-phenylacridine